4-amino-N-methyl-N-((3S)-6-(methylsulfonyl)-2,3-dihydro-1-benzofuran-3-yl)-1,3-dihydrofuro[3,4-c][1,7]naphthyridine-8-carboxamide NC1=NC=2C=NC(=CC2C2=C1COC2)C(=O)N([C@@H]2COC1=C2C=CC(=C1)S(=O)(=O)C)C